O,O-DIETHYL S-(1-(2-HYDROXYPHENYL)PENTYL) PHOSPHOROTHIOATE P(OCC)(OCC)(SC(CCCC)C1=C(C=CC=C1)O)=O